1-{2-[5-(difluoromethyl)-3-methyl-1H-pyrazol-1-yl]acetyl}-4-fluoro-N-{[6-fluoro-5-(propan-2-yl)pyridin-2-yl](phenyl)methyl}pyrrolidine-2-carboxamide FC(C1=CC(=NN1CC(=O)N1C(CC(C1)F)C(=O)NC(C1=CC=CC=C1)C1=NC(=C(C=C1)C(C)C)F)C)F